OCC(C(C#CC1=CC(=C(C(=O)OC)C=C1)OC)(C)C)CO methyl 4-(5-hydroxy-4-(hydroxymethyl)-3,3-dimethylpent-1-yn-1-yl)-2-methoxybenzoate